(2-(((2R,3S,4R,5R)-5-(6-chloro-4-(isopropylamino)-1H-pyrazolo[3,4-d]pyrimidin-1-yl)-3,4-dihydroxytetrahydrofuran-2-yl)methoxy)-1-methoxy-3-(2H-tetrazol-5-yl)propan-2-yl)phosphonic acid ClC1=NC(=C2C(=N1)N(N=C2)[C@H]2[C@@H]([C@@H]([C@H](O2)COC(COC)(CC=2N=NNN2)P(O)(O)=O)O)O)NC(C)C